Cl.ClC=1C2=CN(N=C2C(=C(C1)C1=CC=C(C=C1)N1CCNCC1)Cl)[C@@H](C(=O)NC=1SC=CN1)C1=C2N(C=N1)CCC2 |r| (2RS)-2-[4,7-dichloro-6-(4-piperazin-1-ylphenyl)indazol-2-yl]-2-(6,7-dihydro-5H-pyrrolo[1,2-c]imidazol-1-yl)-N-thiazol-2-yl-acetamide hydrochloride